2-isopropyl-2-isoamyl-1,3-propanediol dibenzoate C(C1=CC=CC=C1)(=O)OCC(COC(C1=CC=CC=C1)=O)(CCC(C)C)C(C)C